ClC=1C=C2C(=CN=C(C2=CN1)SC)C(C)(C)O 2-(6-chloro-1-(methylthio)-2,7-naphthyridin-4-yl)propan-2-ol